(S)-5-(2,2-difluoro-2-phenylacetyl)-N-((S)-3-oxo-1-((S)-2-oxopyrrolidin-3-yl)-4-(trifluoromethoxy)butan-2-yl)-5-azaspiro[2.4]heptane-6-carboxamide FC(C(=O)N1CC2(CC2)C[C@H]1C(=O)N[C@@H](C[C@H]1C(NCC1)=O)C(COC(F)(F)F)=O)(C1=CC=CC=C1)F